N1C(=NC=C2C1=CC=N2)C(=O)N pyrrolo[3,2-d]pyrimidine-2-carboxamide